5-(2,6-difluorophenyl)-1-[[4-[5-(trifluoromethyl)-1,2,4-oxadiazol-3-yl]phenyl]methyl]triazole-4-carbonitrile FC1=C(C(=CC=C1)F)C1=C(N=NN1CC1=CC=C(C=C1)C1=NOC(=N1)C(F)(F)F)C#N